N=C1OC(CC12CC1(CCC(CC1)=O)C2)(C)C 1-imino-3,3-dimethyl-2-oxadispiro[4.1.57.15]tridecan-10-one